CN(C)CC=1C=C(C=CC1C1CCOCC1)C1=CN=C(C2=CC(=CC=C12)C1=CN=C2N1C=CC(=C2)F)N 4-(3-((dimethylamino)methyl)-4-(tetrahydro-2H-pyran-4-yl)phenyl)-7-(7-Fluoroimidazo[1,2-a]pyridin-3-yl)isoquinolin-1-amine